C1(C=CC2=CC=CC=C12)OC(C(C)C)=O indenylisobutyrate